FC1=C2C(N(C(C2=CC=C1)=O)CC1CCN(CC1)NC(CN(C1=CC=C(C2=NON=C21)[N+](=O)[O-])CC2=CC=C(C=C2)F)=O)=O 4-fluoro-2-((1-(N-(4-fluorobenzyl)-N-(7-nitrobenzo[c][1,2,5]Oxadiazol-4-yl)glycylamino)piperidin-4-yl)methyl)isoindole-1,3-dione